C(C)(=O)C=1C(=C(COC2=CC=CC(=N2)C2CCN(CC2)CC2=NC3=C(N2C[C@H]2OCC2)C=C(C=C3)C(=O)OC)C=CC1)F methyl (S)-2-((4-(6-((3-acetyl-2-fluorobenzyl)oxy)pyridin-2-yl)piperidin-1-yl)methyl)-1-(oxetan-2-ylmethyl)-1H-benzo[d]imidazole-6-carboxylate